C(C1CO1)OC(C(=C)C)=O glycidyl-methacrylate